(1H-benzo[d]imidazol-5-yl)boronic acid N1C=NC2=C1C=CC(=C2)B(O)O